1,6-hectanediol C(CCCCC(CCCCCCCCCCCCCCCCCCCCCCCCCCCCCCCCCCCCCCCCCCCCCCCCCCCCCCCCCCCCCCCCCCCCCCCCCCCCCCCCCCCCCCCCCCCCCC)O)O